ClC=1C2=C(N=CN1)N(CC21CCC1)C=1C=C(C#N)C=CN1 2-(4'-chlorospiro[cyclobutane-1,5'-pyrrolo[2,3-d]pyrimidin]-7'(6'H)-yl)isonicotinonitrile